1-(2-Chloro-3,5-difluoro-4-hydroxyphenyl)-3-cyclopropylurea cyclopropylammonium salt C1(CC1)[NH3+].ClC1=C(C=C(C(=C1F)O)F)NC(=O)NC1CC1